trifluoropropyl-methyl-diethoxysilane ethyl-2-chloro-7-cyclopropyl-4-(2,4-difluorophenyl)pteridine-6-carboxylate C(C)OC(=O)C=1N=C2C(=NC(=NC2=NC1C1CC1)Cl)C1=C(C=C(C=C1)F)F.FC(CC[Si](OCC)(OCC)C)(F)F